COC(=O)C1=CC2=C(C(NC3=C(S2)C=CC(=C3)C(NCCC3=CC=CC=C3)=O)=O)C=C1.[N+](=O)([O-])C1=CC=C(C=C1)N1CCN(CC1)C1CCNCC1 1-(4-nitrophenyl)-4-(piperidin-4-yl)piperazine methyl-11-oxo-8-(phenethylcarbamoyl)-10,11-dihydrodibenzo[b,f][1,4]thiazepine-3-carboxylate